NC1=C(C=C(C(=C1)F)C#C[Si](C)(C)C)N(S(=O)(=O)C)C N-(2-amino-4-fluoro-5-((trimethylsilyl)ethynyl)phenyl)-N-methylmethanesulfonamide